4-(octylamino)cyclohexanone C(CCCCCCC)NC1CCC(CC1)=O